CN1C(=NC(=C1)C)CN1CCCCC1 1-((1,4-dimethyl-1H-imidazol-2-yl)methyl)piperidin